C1=NC(=C(N1)CCC(=O)[O-])[O-] The molecule is conjugate base of 3-(4-oxo-4,5-dihydro-1H-imidazol-5-yl)propanoic acid. It has a role as a human metabolite. It is a conjugate base of a (S)-3-(4-oxo-4,5-dihydro-1H-imidazol-5-yl)propanoic acid, a 3-(4-oxo-4,5-dihydro-1H-imidazol-5-yl)propanoate(1-) and a 3-(4-oxo-4,5-dihydro-1H-imidazol-5-yl)propanoic acid.